[C@H]12CC(C[C@@H]2C1)[C@H](C(CBr)=O)NC(OCC1=CC=CC=C1)=O benzyl ((R)-1-((1R,3S,5S)-bicyclo[3.1.0]hexan-3-yl)-3-bromo-2-oxopropyl)carbamate